Methyl 4,4-diethoxy-2-phenyl-2-(p-tolyl)butanoate C(C)OC(CC(C(=O)OC)(C1=CC=C(C=C1)C)C1=CC=CC=C1)OCC